CN1C2=C(OC[C@@H](C1=O)NC(C(=O)N[C@@H](C)C1=CC=CC=C1)=O)C=CC(=C2)C#CCN2CCOCC2 N1-((S)-5-methyl-7-(3-morpholinoprop-1-yn-1-yl)-4-oxo-2,3,4,5-tetrahydrobenzo[b][1,4]oxazepin-3-yl)-N2-((S)-1-phenylethyl)oxalamide